N-methyl-L-cysteine CN[C@@H](CS)C(=O)O